FC(C=1C=C(C=CC1)C(C#C)NC(N)=O)(F)F 3-(1-(3-(trifluoromethyl)phenyl)prop-2-yn-1-yl)urea